5-[3-((R)-(+)-6,8-dibromo-chroman-4-ylamino)-propylamino]-4H-thieno[3,2-b]pyridin-7-one BrC=1C=C2[C@@H](CCOC2=C(C1)Br)NCCCNC1=CC(C2=C(N1)C=CS2)=O